F.C(C1=CC=CC=C1)(=O)OC1=C(C=C(C=C1)C[C@@H](C(OC(CC)CC)=O)NC(=O)C1NCCC1)OC(C1=CC=CC=C1)=O 4-((2S)-3-oxo-3-(pentan-3-yloxy)-2-(pyrrolidine-2-carboxamido) propyl)-1,2-phenylene dibenzoate hydrofluoric acid salt